Cl.NC=1C2=C(NC3=C(N1)C=CC=C3)SC(=C2)C 4-amino-2-methyl-10H-thieno[2,3-b][1,5]benzodiazepine Hydrochloride